2-[3-(1-ethoxyvinyl)pyrazin-2-yl]-4-(2,2,2-trifluoroethyl)-1,2,4-triazol-3-one C(C)OC(=C)C=1C(=NC=CN1)N1N=CN(C1=O)CC(F)(F)F